ClC1=C(C=CC=C1)CC(=O)NC1=CC(=C(C=C1)C=1C=NC(=NC1)NC(C)C)S(N)(=O)=O 2-(2-chlorophenyl)-N-{4-[2-(prop-2-ylamino)pyrimidin-5-yl]-3-sulfamoylphenyl}acetamide